CN(CCCNCCCN(C)C)C N'-[3-(dimethylamino)propyl]-N,N-dimethylpropane-1,3-diamine